C(C=C)(=O)N1CCN(CC1)C1=C(C(N(C2=NC(=C(C=C12)Cl)C1=C(C=CC=C1)F)C=1C(=NC=CC1C)C(C)C)=O)C#N 4-(4-acryloylpiperazin-1-yl)-6-chloro-7-(2-fluorophenyl)-1-(2-isopropyl-4-methylpyridin-3-yl)-2-oxo-1,2-dihydro-1,8-naphthyridine-3-carbonitrile